4-(sec-butyl)-4,11-dihydro-5H-3,4,10,11-tetraazadibenzo[cd,h]azulen-5-one C(C)(CC)N1C(C2=C3C(C=CC3=C3C(C=C2)=CC=NN3)=N1)=O